3-(carbamoyldisulfanyl)propane-1-sulfonic acid sodium salt [Na+].C(N)(=O)SSCCCS(=O)(=O)[O-]